4-(5-(3,5-dichlorophenyl)-5-(trifluoromethyl)-4,5-dihydroisoxazol-3-yl)-N'-(4-trifluoromethylbenzoyl)-2-methylbenzoyl-hydrazine ClC=1C=C(C=C(C1)Cl)C1(CC(=NO1)C1=CC(=C(C(=O)NNC(C2=CC=C(C=C2)C(F)(F)F)=O)C=C1)C)C(F)(F)F